ethyl-N-methoxy-N-methyl-5-(trifluoromethyl)-1H-pyrazole-4-carboxamide C(C)N1N=CC(=C1C(F)(F)F)C(=O)N(C)OC